(2S)-2-[6-({2-[(3R,4S)-3-fluoro-4-methoxypiperidin-1-yl]pyrimidin-4-yl}amino)-1-[(2R,3S)-3-(methanesulfonylmeth-yl)-2-methylazetidin-1-yl]-2,7-naphthyridin-4-yl]propan-1-ol F[C@@H]1CN(CC[C@@H]1OC)C1=NC=CC(=N1)NC=1C=C2C(=CN=C(C2=CN1)N1[C@@H]([C@H](C1)CS(=O)(=O)C)C)[C@@H](CO)C